5-[(4-{[(1S)-2-hydroxy-1-phenylethyl]amino}-5-(1,3,4-oxadiazol-2-yl)pyrimidin-2-yl)amino]-3,3-dimethyl-1,3-dihydro-2-benzofuran-1-one OC[C@H](C1=CC=CC=C1)NC1=NC(=NC=C1C=1OC=NN1)NC1=CC2=C(C(OC2(C)C)=O)C=C1